2-amino-2-cyclobutyl-1-ethanol NC(CO)C1CCC1